(R)-2-ethyl-8-methyl-2,3,4,5-tetrahydro-[1,4]oxazepino[7,6-b]quinoline C(C)[C@H]1OC2=NC3=CC=C(C=C3C=C2CNC1)C